(S)-4-[6-Fluoro-2-(5-fluoro-2-pyridyl)-6-(methoxymethyl)-5,7-dihydro-4H-pyrazolo[1,5-a]pyridin-3-yl]-1H-pyrazolo[3,4-b]pyridine F[C@]1(CCC=2N(C1)N=C(C2C2=C1C(=NC=C2)NN=C1)C1=NC=C(C=C1)F)COC